N-cyclopropyl-3-((1-(2-((3-(2-((1,5-dimethyl-1H-pyrazol-3-yl)amino)-5-methylpyrimidin-4-yl)-1H-indol-7-yl)amino)-2-oxoethyl)piperidin-4-yl)oxy)isoxazole-5-carboxamide C1(CC1)NC(=O)C1=CC(=NO1)OC1CCN(CC1)CC(=O)NC=1C=CC=C2C(=CNC12)C1=NC(=NC=C1C)NC1=NN(C(=C1)C)C